BrC1=NC=C(C(=C1)Br)OC1=C(C=CC=C1C)C 2,4-dibromo-5-(2,6-dimethylphenoxy)pyridine